CC(C#N)(C)C1=NC=C(C=C1)NCC#CC=1N(C2=CC=CC(=C2C1)NC1CCN(CC1)C)CC(F)(F)F 2-methyl-2-{5-[(3-{4-[(1-methylpiperidin-4-yl)amino]-1-(2,2,2-trifluoroethyl)-1H-indol-2-yl}prop-2-yn-1-yl)amino]-pyridin-2-yl}propane-nitrile